Bis(4-bromophenyl)diphenylsilane BrC1=CC=C(C=C1)[Si](C1=CC=CC=C1)(C1=CC=CC=C1)C1=CC=C(C=C1)Br